dodec-11-yn-1-yl carbamate C(N)(OCCCCCCCCCCC#C)=O